2-({[(9H-fluoren-9-yl)methoxy]carbonyl}[2-(naphthalen-2-yl)ethyl]amino)acetic acid C1=CC=CC=2C3=CC=CC=C3C(C12)COC(=O)N(CC(=O)O)CCC1=CC2=CC=CC=C2C=C1